6-(aminomethyl)-1,3-diazaspiro[4.4]nonane-2,4-dione NCC1C2(C(NC(N2)=O)=O)CCC1